(N-dodecyl-N,N-dimethylammonio)butyrate C(CCCCCCCCCCC)[N+](C)(C)C(C(=O)[O-])CC